FC(CN1N=NC2=C1C=C(C=C2)C=2C(=C(N1N=C(N=C(C12)OC)N[C@@H]1[C@@H](CN(CC1)C1COC1)F)[2H])F)F 5-(1-(2,2-difluoroethyl)-1H-benzo[d][1,2,3]triazol-6-yl)-6-fluoro-N-((3R,4S)-3-fluoro-1-(oxetan-3-yl)piperidin-4-yl)-4-methoxypyrrolo[2,1-f][1,2,4]triazin-7-d-2-amine